C1(=CC=CC=C1)C=1NC2=CC=CC=C2C(C1)=O 2-phenyl-4(1H)-quinolone